C(C)(C)(C)OC(=O)N1[C@@H]([C@@H](CC1)N(C)C=1C2=C(N=C(N1)Cl)C(=C(N=C2)Cl)F)C tert-butyl-(2R,3R)-3-[(2,7-dichloro-8-fluoro-pyrido[4,3-d]pyrimidin-4-yl)-methyl-amino]-2-methyl-pyrrolidine-1-carboxylate